NC=1C=C(C=NC1Cl)C=1C=NC=C(C(=O)NC)C1 5-(5-amino-6-chloropyridin-3-yl)-N-methylnicotinamide